C(#N)C=1C=C(C=C(C1)OCCO)NC(C1=CC=C(C=C1)OCCO)=O N-(3-cyano-5-(2-hydroxyethoxy)phenyl)-4-(2-hydroxyethoxy)benzamide